1-[4-(methylthio)phenyl]-2-(4-morpholinyl)-1-propanone CSC1=CC=C(C=C1)C(C(C)N1CCOCC1)=O